trans-4-(benzyloxy)tetrahydrofuran C(C1=CC=CC=C1)OC1CCOC1